cyclopropyl-2-[(2-fluoro-4-iodophenyl)amino]-4-(3-methanesulfonimidoylaminophenoxy)-1,5-dimethyl-6-oxopyridine-3-carboxamide C1(CC1)NC(=O)C1=C(N(C(C(=C1OC1=CC(=CC=C1)NS(=O)(=N)C)C)=O)C)NC1=C(C=C(C=C1)I)F